ClC1(OC(C(OC1(F)Cl)(F)F)(F)F)F 2,3-dichloro-2,3,5,5,6,6-hexafluoro-1,4-dioxane